CC1=C(C=C(C(=C1)C)C1=NOC2(C1)CCCCC2)N(S(=O)(=O)C(F)(F)F)S(=O)(=O)C(F)(F)F N-[2,4-dimethyl-5-(1-oxa-2-azaspiro[4.5]dec-2-en-3-yl)phenyl]-1,1,1-trifluoro-N-(trifluoromethylsulfonyl)methanesulfonamide